6-oxo-4-(p-tolyl)-1,6-dihydropyrimidine-5-carbonitrile O=C1C(=C(N=CN1)C1=CC=C(C=C1)C)C#N